FC1(CCC(CC1)NC(C(C=1C=NC=CC1C(F)(F)F)N(C(=O)[C@@H]1NC[C@@H](C1)OC)C1=CC=C(C=C1)S(F)(F)(F)(F)F)=O)F (2R,4R)-N-[2-[(4,4-difluorocyclohexyl)amino]-2-oxo-1-[4-(trifluoromethyl)-3-pyridyl]ethyl]-4-methoxy-N-[4-(pentafluoro-λ6-sulfanyl)phenyl]pyrrolidine-2-carboxamide